N(=[N+]=[N-])CC1=NN(C=C1)CC(C)(O)C 1-(3-(azidomethyl)-1H-pyrazol-1-yl)-2-methylpropan-2-ol